methyl (5-((4-(4-(trifluoromethyl)piperidin-1-yl)phenyl)thio)-1H-benzo[d]imidazol-2-yl)carbamate FC(C1CCN(CC1)C1=CC=C(C=C1)SC1=CC2=C(NC(=N2)NC(OC)=O)C=C1)(F)F